OC1=C(C=C(C=C1)C)[C@@H](N1C(C2=CC=CC=C2C1)=O)C=1NC2=CC=CC=C2C1 (R)-2-((2-hydroxy-5-methylphenyl)(1H-indol-2-yl)methyl)isoindolin-1-one